dihydrobenzoanthracene C1CC=CC=2C=CC=3C=C4C=CC=CC4=CC3C21